N1(CCCCC1)CCCOC1=CC=C(C=N1)C1=CC=2C=3N(C=NC2C=C1)N(C(C3C(C)C)=O)C 9-(6-(3-(piperidin-1-yl)propoxy)pyridine-3-yl)-1-isopropyl-3-methylpyrazolo[1,5-c]quinazolin-2(3H)-one